ClC1=C(C=CC=C1)CC(=O)NC1=CC(=C(C=C1)COC1=CC=C(C=C1)F)S(N)(=O)=O 2-(2-chlorophenyl)-N-(4-((4-fluorophenoxy)methyl)-3-sulfamylphenyl)acetamide